2-(1H-imidazol-1-yl)-N-(6-(trifluoromethyl)pyridin-3-yl)pyrimidine-4-carboxamide N1(C=NC=C1)C1=NC=CC(=N1)C(=O)NC=1C=NC(=CC1)C(F)(F)F